tert-butyl(2-bromoethyl) (methyl)carbamate CNC(OCC(Br)C(C)(C)C)=O